(pyridin-3-yl)-3-((1-(4-(5-(trifluoromethyl)-1,2,4-oxadiazol-3-yl)phenyl)-1H-pyrazol-4-yl)methyl)urea N1=CC(=CC=C1)NC(=O)NCC=1C=NN(C1)C1=CC=C(C=C1)C1=NOC(=N1)C(F)(F)F